C([O-])(O)=O.C(CCCCCCC)N1C=[N+](C=C1)CCCCCCCC 1,3-dioctylimidazolium bicarbonate